N-[8-fluoro-2-methylimidazo[1,2-a]pyridin-6-yl]-5-[6-methyl-2,6-diazaspiro[3.3]heptan-2-yl]cinnoline-8-carboxamide FC=1C=2N(C=C(C1)NC(=O)C=1C=CC(=C3C=CN=NC13)N1CC3(C1)CN(C3)C)C=C(N2)C